1-hexadecanoyl-2-(5-oxo-7-carboxy-6E-heptenoyl)-sn-glycero-3-phosphoserine CCCCCCCCCCCCCCCC(=O)OC[C@H](COP(=O)(O)OC[C@@H](C(=O)O)N)OC(=O)CCCC(=O)/C=C/C(=O)O